NC1=NC=CC(=C1Cl)N1C(NC2=NC(=CN=C2C1=O)N1CCC2(CC1)[C@@H](C1=C(C=NC=C1)C2)N)=O (S)-3-(2-amino-3-chloropyridin-4-yl)-7-(5-amino-5,7-dihydrospiro[cyclopenta[c]pyridine-6,4'-piperidin]-1'-yl)pteridine-2,4(1H,3H)-dione